6-chloro-4-((4-((cyclobutylmethyl)(4-(morpholinomethyl)phenyl)amino)cyclohexyl)(methyl)amino)-1-methyl-2-oxo-1,2-dihydro-1,5-naphthyridine-3-carbonitrile ClC=1N=C2C(=C(C(N(C2=CC1)C)=O)C#N)N(C)C1CCC(CC1)N(C1=CC=C(C=C1)CN1CCOCC1)CC1CCC1